FC1=C2CC(C(C2=CC(=C1Br)F)=O)C#N 4,6-difluoro-5-bromocyanoindanone